3-fluoro-5-[2-(methoxyimino)ethoxy]pyridine-2-carboxylic acid methyl ester COC(=O)C1=NC=C(C=C1F)OCC=NOC